(S)-4-(sec-butylamino)-2-((2-methoxy-4-((4-morpholino-piperidin-1-yl)sulfonyl)phenyl)amino)-7H-pyrrolo[2,3-d]pyrimidine-5-carbonitrile [C@H](C)(CC)NC=1C2=C(N=C(N1)NC1=C(C=C(C=C1)S(=O)(=O)N1CCC(CC1)N1CCOCC1)OC)NC=C2C#N